4-(5-amino-1-(1-(but-2-ynoyl)piperidin-3-yl)imidazo[1,5-c]pyrimidin-3-yl)-N-(4-cyanopyridin-2-yl)-2-(trifluoromethyl)benzamide NC1=NC=CC=2N1C(=NC2C2CN(CCC2)C(C#CC)=O)C2=CC(=C(C(=O)NC1=NC=CC(=C1)C#N)C=C2)C(F)(F)F